N,N-dieth-ylphosphoric acid triamide C(C)N(P(N)(N)=O)CC